C1(CC1)NC(C1=CC(=C(C=C1)C)C=1C=NN(C1)C1=CN=C2N1C=C(C=C2)C(=O)N2CCOCC2)=O N-cyclopropyl-4-methyl-3-{1-[6-(morpholine-4-carbonyl)imidazo[1,2-a]pyridin-3-yl]-1H-pyrazol-4-yl}benzamide